C(N)(OC1CCC1)=O cyclobutyl carbamate